F[C@@H]1CN(C[C@@H]1O)C(=O)OC(C)(C)C Tert-butyl (3r,4s)-3-fluoro-4-hydroxypyrrolidine-1-carboxylate